(tert-butoxycarbonyl) aminoacetate NCC(=O)OC(=O)OC(C)(C)C